2-((3S,4R)-3-aminotetrahydro-2H-pyran-4-yl)-5-chloro-3-iodo-N-(thiophen-2-ylmethyl)thieno[3,2-b]pyridin-7-amine N[C@@H]1COCC[C@H]1C1=C(C2=NC(=CC(=C2S1)NCC=1SC=CC1)Cl)I